1-(2-(3-fluorophenyl)acetyl)-3-methyl-1,2,3,6-tetrahydropyridin FC=1C=C(C=CC1)CC(=O)N1CC(C=CC1)C